C(C)(C)(C)OC(=O)N1C[C@@H](CCC1)NC (R)-3-(methylamino)piperidine-1-carboxylic acid tert-butyl ester